ClC=1C=C(C=CC1)C1C(C1)C(=O)NC1=NC=NC(=N1)NCC=1N=C2N(C=C(C=C2)C2CC2)C1 2-(3-chlorophenyl)-N-(4-(((6-cyclopropylimidazo[1,2-a]pyridin-2-yl)methyl)amino)-1,3,5-triazin-2-yl)cyclopropane-1-carboxamide